BrC1=C(C=C(C=C1)CBr)C(F)(F)F 1-bromo-4-(bromomethyl)-2-(trifluoromethyl)benzene